tert-Butyl (1-((3-((2-(5-fluoroisoindolin-2-yl)-2-oxoethyl) amino)adamantan-1-yl)amino)-1-oxo-5,8,11-trioxa-2-azatridecan-13-yl)carbamate FC=1C=C2CN(CC2=CC1)C(CNC12CC3(CC(CC(C1)C3)C2)NC(NCCOCCOCCOCCNC(OC(C)(C)C)=O)=O)=O